5-tert-butyl-7-(3,3-difluoropyrrolidin-1-yl)-3-[[2-[2-(pyridin-2-yldithio)ethyl]phenyl]methyl]triazolo[4,5-d]pyrimidine C(C)(C)(C)C=1N=C(C2=C(N1)N(N=N2)CC2=C(C=CC=C2)CCSSC2=NC=CC=C2)N2CC(CC2)(F)F